5-bromo-7,8-dihydrobenzofuro[4,5-d]thiazol-2-amine BrC1=CC2=C(N=C(S2)N)C=2CCOC21